C(C)N(CCNC(=O)C1=C(NC(=C1C)C=C1C(NC2=CC=C(C=C12)F)=O)C)CC 5-(5-fluoro-2-oxo-1,2-dihydroindol-3-ylidenemethyl)-2,4-dimethyl-1H-pyrrole-3-carboxylic acid (2-diethylaminoethyl)amide